(1S,3R)-3-aminocyclopentanol N[C@H]1C[C@H](CC1)O